sodium 2,6-dichloro-3-fluorobenzoate ClC1=C(C(=O)[O-])C(=CC=C1F)Cl.[Na+]